5-[3-[(1R)-2,2-difluoro-1-[5-fluoro-4-(2,2,2-trifluoroethoxy)-2-pyridyl]ethoxy]-1-methyl-pyrazolo[3,4-c]pyridazin-5-yl]-1H-pyrimidine-2,4-dione FC([C@H](OC1=NN(C2=NN=C(C=C21)C=2C(NC(NC2)=O)=O)C)C2=NC=C(C(=C2)OCC(F)(F)F)F)F